ClC=1C(=CC(=NC1)OC)C1=CC(=NN1)C(=O)N1CCC(CC1)C(=O)NC1CCC(CC1)(C)O 1-[5-(5-chloro-2-methoxypyridin-4-yl)-1H-pyrazole-3-carbonyl]-N-[(1s,4s)-4-hydroxy-4-methylcyclohexyl]piperidine-4-carboxamide